C(C)N1CCC(CC1)NC1=C2C(=NC=3C=CC(=CC13)OC)CCOCC2 1-ethyl-N-{9-methoxy-1H,2H,4H,5H-oxepino[4,5-b]quinolin-11-yl}piperidin-4-amine